(2R,3R)-3-((3-(2,6-difluorophenyl)isoxazol-5-yl)-methoxy)-2-(2,4-difluorophenyl)-1-(1H-1,2,4-triazol-1-yl)butan-2-ol FC1=C(C(=CC=C1)F)C1=NOC(=C1)CO[C@@H]([C@@](CN1N=CN=C1)(O)C1=C(C=C(C=C1)F)F)C